N-(4-chloro-2-fluoro-5-(prop-1-en-2-yl)phenyl)acetamide methyl-2-(4,4-difluoro-3-methylpiperidin-1-yl)-7,7-dimethyl-5,6,7,8-tetrahydroquinoline-3-carboxylate COC(=O)C=1C(=NC=2CC(CCC2C1)(C)C)N1CC(C(CC1)(F)F)C.ClC1=CC(=C(C=C1C(=C)C)NC(C)=O)F